(S)-[8-(6-fluoro-7-methoxyquinolin-4-yl)-2,8-diazaspiro[4.5]decan-2-yl](imino)methyl-λ6-sulfanone FC=1C=C2C(=CC=NC2=CC1OC)N1CCC2(CCN(C2)[SH2](=O)C=N)CC1